(2E)-3-([2-(DIMETHYLAMINO)PHENYL]CARBAMOYL)PROP-2-ENOIC ACID CN(C1=C(C=CC=C1)NC(=O)/C=C/C(=O)O)C